N(C1=CC=CC=C1)C=1C(C=CC(C1)=O)=O anilino-1,4-benzoquinone